C(C)(C)(C)OC(=O)N[C@@H](CCCNC(N[N+](=O)[O-])=N)C(=O)NCCCC[C@H](NC(CCCCCCC\C=C/CCCCCCCC)=O)C(=O)O N6-(N2-(tert-butyloxycarbonyl)-Nω-nitro-L-arginyl)-N2-oleoyl-L-lysine